N-[(2-Hydroxy-1-naphthalenyl)methylene]-2-thiophenesulfonamide OC1=C(C2=CC=CC=C2C=C1)C=NS(=O)(=O)C=1SC=CC1